FC(C(=O)O)(F)F.C1(CC1)CN1C(N=C(C=C1)NC1=NC=C(C(=C1)NC1=C(C(=CC=C1)C1=NN(C=N1)C)OC)C(CC)=O)=O 1-(cyclopropylmethyl)-4-((4-((2-methoxy-3-(1-methyl-1H-1,2,4-triazol-3-yl)phenyl)amino)-5-propionylpyridin-2-yl)amino)pyrimidin-2(1H)-one trifluoroacetate